ClC1=CC(=C(COC2=NC=CC=C2C2=CC=C(CC3=NC4=C(N3C[C@H]3OCC3)C=C(C=C4)C(=O)O)C=C2)C=C1)F (S)-2-(4-(2-((4-chloro-2-fluorobenzyl)oxy)pyridin-3-yl)benzyl)-1-(oxetan-2-ylmethyl)-1H-benzo[d]imidazol-6-carboxylic Acid